(Z)-1-(3-((1-(5-(4-Methylpyridin-3-yl)-2-oxo-1H-pyrrolo[2,3-c]pyridin-3(2H)-ylidene)ethyl)amino)-1H-pyrazol-1-yl)cyclopropanecarbonitrile CC1=C(C=NC=C1)C=1C=C/2C(=CN1)NC(\C2=C(\C)/NC2=NN(C=C2)C2(CC2)C#N)=O